2-(2,2-difluoroethyl)-1-fluoro-3-nitrobenzene FC(CC1=C(C=CC=C1[N+](=O)[O-])F)F